4-(2-Fluoro-3-(4,4,5,5-tetramethyl-1,3,2-dioxaborolan-2-yl)phenyl)morpholin-3-one FC1=C(C=CC=C1B1OC(C(O1)(C)C)(C)C)N1C(COCC1)=O